C(CCCCCCCCCCCCCCCCCCCCCCCCC)(=O)NN cerotic acid hydrazide